(2-chloro-5-methylpyrimidin-4-yl)aminobenzoic acid ClC1=NC=C(C(=N1)NC1=C(C(=O)O)C=CC=C1)C